[C@H]12N(C[C@H](NC1)C2)C2=C(C=C(C=C2)F)C=2N=C(C(=C(C(=O)N)C2)F)C2=C(C(=CC=C2OC)Cl)F (2-((1R,4R)-2,5-diazabicyclo[2.2.1]hept-2-yl)-5-fluorophenyl)-2-(3-chloro-2-fluoro-6-methoxyphenyl)-3-fluoroisonicotinamide